FC1=C(C(=O)N2CCN(CC2)C2=NC=C(C#N)C=C2)C=C(C=C1)CC1=NNC(C2=CC=C(C=C12)S)=O 6-(4-(2-Fluoro-5-((7-mercapto-4-oxo-3,4-dihydrophthalazin-1-yl)methyl)benzoyl)piperazin-1-yl)nicotinonitrile